F\C(=C/CN)\CS(=O)(=O)C=1C=C(C=CC1)C (Z)-3-Fluoro-4-(m-tolylsulfonyl)but-2-en-1-amin